C(C)(C)(C)N(C(O)=O)[C@H]1CN(C[C@H](C1)C(F)(F)F)C1=NC=C(C=C1)C=1C=2N(C=C(C1)OCC)N=CC2C#N.CC(C)(OOC2(CCCCC2)OOC(C)(C)C)C 1,1-bis(1,1-dimethylethylperoxy)cyclohexane tert-butyl-((3R,5S)-1-(5-(3-cyano-6-ethoxypyrazolo[1,5-a]pyridin-4-yl)pyridin-2-yl)-5-(trifluoromethyl)piperidin-3-yl)carbamate